propylacetoacetate C(CC)OC(CC(=O)C)=O